tetrasodium L-aspartic acid diacetate C(CN([C@@H](CC(=O)O)C(=O)O)CC(=O)[O-])(=O)[O-].[Na+].[Na+].[Na+].[Na+].N([C@@H](CC(=O)O)C(=O)O)(CC(=O)[O-])CC(=O)[O-]